3-(3-chloro-4-fluorophenyl)-1-(1-(8-fluoro-1-oxo-1,2-dihydroisoquinolin-4-yl)ethyl)-1-methyl-urea ClC=1C=C(C=CC1F)NC(N(C)C(C)C1=CNC(C2=C(C=CC=C12)F)=O)=O